C(/C)=C/1\C2C3CC4=CC=CC=C4OC3C(C1)C2 (E)-2-ethylidene-2,3,4,4a,9,9a-hexahydro-1H-1,4-methanoxanthene